C(#N)CCN(C#N)CC=1C=C(C=CC1)N1CCN(CC1)C(=O)OC(C)(C)C tert-butyl 4-(3-((N-(2-cyanoethyl)cyanamido)methyl)phenyl)piperazine-1-carboxylate